C12(CC3CC(CC(C1)C3)C2)[NH-] N-(adamantane-1-yl)amide